3-[2-(cyclohexyl-amino)imidazo[2,1-b][1,3,4]thiadiazol-5-yl]-N,N-dimethyl-benzamide C1(CCCCC1)NC1=NN2C(S1)=NC=C2C=2C=C(C(=O)N(C)C)C=CC2